(3S,4S)-tert-butyl 4-(5-(2,8-dimethyl imidazo[1,2-b]pyridazin-6-yl)-7-fluoro-2H-indazol-2-yl)-3-fluoropiperidine-1-carboxylate CC=1N=C2N(N=C(C=C2C)C2=CC3=CN(N=C3C(=C2)F)[C@@H]2[C@H](CN(CC2)C(=O)OC(C)(C)C)F)C1